4-[[3-[4-[2-[4-[[1-[3-(dimethylamino)-5-(3-ethylphenyl)pyridine-2-carbonyl]-4-piperidyl]methyl]piperazin-1-yl]acetyl]piperazine-1-carbonyl]-4-fluoro-phenyl]methyl]-2H-phthalazin-1-one CN(C=1C(=NC=C(C1)C1=CC(=CC=C1)CC)C(=O)N1CCC(CC1)CN1CCN(CC1)CC(=O)N1CCN(CC1)C(=O)C=1C=C(C=CC1F)CC1=NNC(C2=CC=CC=C12)=O)C